1-C-[3-[[5-(4-fluorophenyl)-2-thienyl]methyl]-4-methylphenyl]-D-glucitol FC1=CC=C(C=C1)C1=CC=C(S1)CC=1C=C(C=CC1C)C([C@H](O)[C@@H](O)[C@H](O)[C@H](O)CO)O